4,5-Bis(methyl-d3)-2-phenylpyridine C(C1=CC(=NC=C1C([2H])([2H])[2H])C1=CC=CC=C1)([2H])([2H])[2H]